1-carboxy-propylmethacrylate C(=O)(O)C(CC)OC(C(=C)C)=O